2-((4-chlorophenyl)amino)-2-methyl-N-(3-(5-(5-oxo-4,5-dihydro-1,2,4-oxadiazol-3-yl)thiophen-3-yl)phenyl)propanamide ClC1=CC=C(C=C1)NC(C(=O)NC1=CC(=CC=C1)C1=CSC(=C1)C1=NOC(N1)=O)(C)C